[Na].CN(CC(=O)O)C N,N-dimethylglycine sodium